C(CC[C@@H](C(=O)O)NC(=O)C1=CC=C(NCC2=CN=C3N=C(N)NC(=O)C3=N2)C=C1)(=O)O.[Ag] silver folic acid